N,N-bis(4-methoxybenzyl)pyridin-2-amine COC1=CC=C(CN(C2=NC=CC=C2)CC2=CC=C(C=C2)OC)C=C1